(4S)-7-benzyl-18-hydroxy-4-isobutyl-17-methyl-2,5,17-triazabicyclo[13.3.1]nonadecane-3,6,16-trione C(C1=CC=CC=C1)C1C(N[C@H](C(NC2C(N(C(C(CCCCCCC1)C2)=O)C)O)=O)CC(C)C)=O